tert-butyl-((2S,3S,4S,5S)-2,3,4-tris(benzyloxy)-5-hydroxyhexyl)glycine C(C)(C)(C)N(CC(=O)O)C[C@@H]([C@@H]([C@H]([C@H](C)O)OCC1=CC=CC=C1)OCC1=CC=CC=C1)OCC1=CC=CC=C1